N-((4-chloro-2',3',4',6,6'-pentafluoro-[1,1'-biphenyl]-3-yl)sulfonyl)tetrahydro-2H-thiopyran-4-carboxamide 1,1-dioxide ClC1=C(C=C(C(=C1)F)C1=C(C(=C(C=C1F)F)F)F)S(=O)(=O)NC(=O)C1CCS(CC1)(=O)=O